(2R or S)-1-{3-[(1R)-1-aminoethyl]-2-fluorophenyl}-1,1-difluoro-2-methylbutan-2-ol trifluoroacetate FC(C(=O)O)(F)F.N[C@H](C)C=1C(=C(C=CC1)C([C@@](CC)(O)C)(F)F)F |o1:17|